(R)-2-amino-3-(7-methyl-1H-indazol-5-yl)propionic acid methyl ester trifluoroacetate FC(C(=O)O)(F)F.COC([C@@H](CC=1C=C2C=NNC2=C(C1)C)N)=O